C(C)C(CC(=O)OC=C)CCCC vinyl 2-ethylhexyl-carboxylate